3-(Anthracene-9-ylmethoxy)-N-(pyridin-3-yl)thiophene-2-carboxamide C1=CC=CC2=CC3=CC=CC=C3C(=C12)COC1=C(SC=C1)C(=O)NC=1C=NC=CC1